FC1=C(C=C(C=C1)NC(=O)[C@@H]1[C@@H](C\2CCC1/C2=C/C(F)(F)F)NC(=O)C=2C=C(C=CC2OC)CCC(=O)O)C(F)(F)F 3-(3-{[(2R,3S,7Z)-3-{[4-fluoro-3-(trifluoromethyl)phenyl]carbamoyl}-7-(2,2,2-trifluoroethylidene)bicyclo[2.2.1]heptan-2-yl]carbamoyl}-4-methoxyphenyl)propanoic acid